FC=1C(=C(C=C(C1)C1(CCOCC1)C)[C@H](C(=O)O)N1C[C@@](CC1)(N(CCCCCC1=NC=2NCCCC2C=C1)C)C)OC (R)-2-(3-fluoro-2-methoxy-5-(4-methyltetrahydro-2H-pyran-4-yl)phenyl)-2-((R)-3-methyl-3-(methyl(5-(5,6,7,8-tetrahydro-1,8-naphthyridin-2-yl)pentyl)amino)pyrrolidin-1-yl)acetic acid